FC(C1=NN=C(O1)C=1C=CC(=NC1)CN1C(N(C2=C1C=C(C(=C2)C=2C=NC=CC2)F)C2CCN(CC2)CC(F)(F)F)=O)F 1-((5-(5-(difluoromethyl)-1,3,4-oxadiazole-2-yl)pyridine-2-yl)methyl)-6-fluoro-5-(pyridine-3-yl)-3-(1-(2,2,2-trifluoroethyl)piperidine-4-yl)-1,3-dihydro-2H-benzo[d]imidazole-2-one